C(C)(C)(C)OC(=O)N1CCC2(CN(C2)C2=CC=C(C=C2)B2OC(C(O2)(C)C)(C)C)CC1 2-[4-(4,4,5,5-tetramethyl-1,3,2-dioxaborolan-2-yl)phenyl]-2,7-diazaspiro[3.5]nonane-7-carboxylic acid tert-butyl ester